N-(4-((2',5'-dimethyl-2',5'-dihydrospiro[oxetane-3,4'-[1,2,3]triazolo[4,5-c]quinolin]-6'-yl)amino)-5-(propanoyl-3,3,3-d3)pyridin-2-yl)cyclopropanecarboxamide CN1N=C2C(C3(N(C=4C(=CC=CC24)NC2=CC(=NC=C2C(CC([2H])([2H])[2H])=O)NC(=O)C2CC2)C)COC3)=N1